(R)-3-(5-amino-6-((1-(1-methylpiperidin-4-yl)-1H-pyrazol-4-yl)oxy)pyrazin-2-yl)-N-methyl-5-(3-methylmorpholino)benzenesulfonamide NC=1N=CC(=NC1OC=1C=NN(C1)C1CCN(CC1)C)C=1C=C(C=C(C1)N1[C@@H](COCC1)C)S(=O)(=O)NC